(R)-1-(8-methoxy-9-(1-methyl-1H-pyrazol-3-yl)-1-(thiophen-2-yl)-5,6-dihydropyrrolo[2,1-a]isoquinoline-3-carbonyl)-2-methylazetidine-2-carbonitrile COC=1C=C2CCN3C(C2=CC1C1=NN(C=C1)C)=C(C=C3C(=O)N3[C@](CC3)(C#N)C)C=3SC=CC3